CN1N=C2N(C3=CC=C(C=C3C2=C1)NC(C=C)=O)C1=CC=C(C=C1)C(F)(F)F N-[2-methyl-8-[4-(trifluoromethyl)phenyl]pyrazolo[3,4-b]indol-5-yl]prop-2-enamide